ClC1=CC2=C(N(C(C(N2C)=O)=O)C2CCN(CC2)C2=NC=C(C=N2)CN2C[C@H](CC2)OC)N=C1 (S)-7-chloro-4-(1-(5-((3-methoxypyrrolidin-1-yl)methyl)pyrimidin-2-yl)piperidin-4-yl)-1-methyl-1,4-dihydropyrido[2,3-b]pyrazine-2,3-dione